O=C1NC(CCC1N1C(C2=CC=CC(=C2C1=O)NCCOCC(=O)N1CCN(CC1)C1CCC(CC1)NC(OCCCC)=O)=O)=O butyl ((1r,4r)-4-(4-(2-(2-((2-(2,6-dioxopiperidin-3-yl)-1,3-dioxoisoindolin-4-yl)amino)ethoxy)acetyl)piperazin-1-yl)cyclohexyl)carbamate